OCCOC(N[C@H](C(=O)NC=1C(N(C=CC1)CC=1SC2=C(N1)C=CC=C2)=O)CC\C=C\C(=O)N)=O 2-Hydroxyethyl-(S,E)-(7-amino-1-((1-(benzo[d]thiazol-2-ylmethyl)-2-oxo-1,2-dihydropyridin-3-yl)amino)-1,7-dioxohept-5-en-2-yl)carbamat